ClC=1C=C(C=CC1C=1N(C2=NC=NC(=C2N1)OC1(CC1)C)CC=1N=NC=C(C1)C)CC(=O)N 2-(3-chloro-4-(6-(1-methylcyclopropoxy)-9-((5-methylpyridazin-3-yl)methyl)-9H-purin-8-yl)phenyl)acetamide